ClC=1C=C(C=CC1)[C@@H]1[C@H](C1)C(=O)NC1=CN=NC(=C1)Cl |r| rac-(1S*,2S*)-2-(3-Chlorophenyl)-N-(6-chloropyridazin-4-yl)cyclopropane-1-carboxamide